FC=1C(=CC2=C(N(C=N2)C2=CC=C(C(=N2)N2N=C(C=C2C)C#N)C(C)O)C1)NC=1OC(=NN1)C 1-[6-[6-fluoro-5-[(5-methyl-1,3,4-oxadiazol-2-yl)amino]benzimidazol-1-yl]-3-(1-hydroxyethyl)-2-pyridyl]-5-methyl-pyrazole-3-carbonitrile